3-(4-((1H-benzimidazol-2-yl)thio)butoxy)-5,7-dimethoxy-2-(3,4,5-trimethoxyphenyl)-4H-chromen-4-one N1C(=NC2=C1C=CC=C2)SCCCCOC2=C(OC1=CC(=CC(=C1C2=O)OC)OC)C2=CC(=C(C(=C2)OC)OC)OC